((6-amino-5-(2-methoxyphenoxy)-2-(3-methoxyphenyl)pyrimidin-4-yl)oxy)ethan-1-ol NC1=C(C(=NC(=N1)C1=CC(=CC=C1)OC)OC(C)O)OC1=C(C=CC=C1)OC